C(C)(C)(C)OC(C[C@H](C=C)O)=O R-3-hydroxypentan-4-enoic acid tert-butyl ester